ClC=1C(=C2C=NNC2=CC1C)C=1C(=NN(C1C)C1CC2(CN(C2)C(C=C)=O)C1)N1C(CC(CC1)N1CC(C1)OC)(C)C 1-(6-(4-(5-Chloro-6-methyl-1H-indazol-4-yl)-3-(4-(3-methoxyazetidin-1-yl)-2,2-dimethylpiperidin-1-yl)-5-methyl-1H-pyrazol-1-yl)-2-azaspiro[3.3]heptan-2-yl)prop-2-en-1-one